acryloyloxyethylaziridine C(C=C)(=O)OCCN1CC1